C(C)(C)(C)[Si](OC1CCC(CC1)=C)(C)C tert-butyl-dimethyl-(4-methylenecyclohexoxy)silane